ClC=1C=CC=C2C=CC=C(C12)N1CC=2N=C(N=C(C2CC1)N1C[C@@H](NCC1)CC#N)OC[C@H]1N(CCC1)C(=O)OC(C)(C)C tert-Butyl (2S)-2-[[7-(8-chloro-1-naphthyl)-4-[(3S)-3-(cyanomethyl)piperazin-1-yl]-6,8-dihydro-5H-pyrido[3,4-d]pyrimidin-2-yl]oxymethyl]pyrrolidine-1-carboxylate